COCN1N=C(C(=C1)C(=O)[O-])C=1C=NNC1C 1-(methoxymethyl)-5'-methyl-1H,1'H-[3,4-bipyrazole]-4-carboxylate